(1,1-difluoro-2-oxo-2-(pyrrolidin-1-yl)ethyl)-2,5-dimethoxybenzaldehyde FC(C(N1CCCC1)=O)(F)C=1C(=C(C=O)C=C(C1)OC)OC